1,4,9,12-tetraoxadispiro[4.2.4.2]tetradeca-6,13-diene O1CCOC12C=CC1(OCCO1)C=C2